NC1=NC=C(C2=C1C(=NN2[C@@H]2CN(CC2)C(C=C)=O)C#CC2=C(C(=NC(=C2Cl)OC)OC)Cl)Cl (S)-1-(3-(4-amino-7-chloro-3-((3,5-dichloro-2,6-dimethoxypyridin-4-yl)ethynyl)-1H-pyrazolo[4,3-c]pyridin-1-yl)pyrrolidin-1-yl)prop-2-en-1-one